CC1=CC=C(C=N1)N1C[C@H](CCC1)NC(OC(C)(C)C)=O tert-butyl N-[(3s)-1-(6-methylpyridin-3-yl)piperidin-3-yl]carbamate